N[C@@H]1[C@@H](OCC12CCN(CC2)C=2NC(C1=C(N2)NN=C1C1(CC1)C1=C(C=CC=C1)C)=O)C 6-((3S,4S)-4-amino-3-methyl-2-oxa-8-azaspiro[4.5]decan-8-yl)-3-(1-(o-tolyl)cyclopropyl)-1,5-dihydro-4H-pyrazolo[3,4-d]pyrimidin-4-one